2-(3-chloro-2-fluoro-4-methoxy-phenyl)-4,4,5,5-tetramethyl-1,3,2-dioxaborolane ClC=1C(=C(C=CC1OC)B1OC(C(O1)(C)C)(C)C)F